methyl 2'-chloro-5'-(difluoromethoxy)-6-methyl-(4,4'-bipyridine)-3-carboxylate ClC1=NC=C(C(=C1)C1=C(C=NC(=C1)C)C(=O)OC)OC(F)F